O1C(CCCC1)O[C@@H](CO)C (2R)-2-tetrahydropyran-2-yloxypropan-1-ol